(R)-3-(tert-butyl)-N-(1-(2-methyl-4-(7-(piperidin-4-yl)-9H-pyrimido[4,5-b]indol-4-yl)phenyl)ethyl)-1,2,4-oxadiazole-5-carboxamide C(C)(C)(C)C1=NOC(=N1)C(=O)N[C@H](C)C1=C(C=C(C=C1)C1=NC=NC=2NC3=CC(=CC=C3C21)C2CCNCC2)C